2,8-Diaza-3-spiro[4.5]decanone C1NC(CC12CCNCC2)=O